tert-butyl N-[[(1R,2S,5S)-3-[(2S)-2-(benzyloxycarbonylamino)-3-phenyl-propanoyl]-6,6-dimethyl-3-azabicyclo[3.1.0]hexane-2-carbonyl]amino]-N-[[(3S)-2-oxopyrrolidin-3-yl]methyl]carbamate C(C1=CC=CC=C1)OC(=O)N[C@H](C(=O)N1[C@@H]([C@H]2C([C@H]2C1)(C)C)C(=O)NN(C(OC(C)(C)C)=O)C[C@H]1C(NCC1)=O)CC1=CC=CC=C1